ClC1=C2C(=NC=C1C(C)(C)O)C(=C(S2)B(O)O)C (7-chloro-6-(2-hydroxypropan-2-yl)-3-methylthieno[3,2-b]pyridin-2-yl)boronic acid